C(C)(=O)C=1C(N(C2=CC=C(C=C2C1C1=CC=CC=C1)F)CCN1CCOCC1)=O 3-acetyl-6-fluoro-1-[2-(morpholin-4-yl)ethyl]-4-phenyl-1,2-dihydroquinolin-2-one